tert-butyl (3R,4R)-4-({[3,5-bis(trifluoromethyl)phenyl](cyclopropyl)carbamoyl}amino)-3-(3,4-dichlorophenyl)piperidine-1-carboxylate FC(C=1C=C(C=C(C1)C(F)(F)F)N(C(=O)N[C@H]1[C@@H](CN(CC1)C(=O)OC(C)(C)C)C1=CC(=C(C=C1)Cl)Cl)C1CC1)(F)F